C1(CC1)C1=NN(C=C1C1=CC=C2C(=N1)N(C=C2)C(C)C)[C@@H]2C[C@H](C2)CNC=2C=C1C(N(C(C1=CC2)=O)C2C(NC(CC2)=O)=O)=O 5-(((Trans-3-(3-cyclopropyl-4-(1-isopropyl-1H-pyrrolo[2,3-b]pyridin-6-yl)-1H-pyrazol-1-yl)cyclobutyl)methyl)amino)-2-(2,6-dioxopiperidin-3-yl)isoindoline-1,3-dione